BrC=1N=C(SC1)C(=O)N1C[C@@H](N(CC1)C(=O)OC(C)(C)C)C tert-butyl (S)-4-(4-bromothiazole-2-carbonyl)-2-methylpiperazine-1-carboxylate